C(C)(=O)O[C@H]1CC[C@@]2([C@H]3CC[C@@]4([C@H]([C@H]3CC=C2C1)CC[C@H]4OC(C=CCCC)=O)C)C ((1R,3aS,3bS,7S,9aR,9bS,11aR)-7-acetoxy-9a,11a-dimethyl-2,3,3a,3b,4,6,7,8,9,9a,9b,10,11,11a-tetradecahydro-1H-cyclopenta[1,2-a]phenanthren-1-yl)hex-2-enoate